(S)-2-(2,2-difluoro-2-phenylacetamido)-4-((2-methoxyethyl)(4-(5,6,7,8-tetrahydro-1,8-naphthyridin-2-yl)butyl)amino)butanoic acid FC(C(=O)N[C@H](C(=O)O)CCN(CCCCC1=NC=2NCCCC2C=C1)CCOC)(C1=CC=CC=C1)F